ClC=1C=C(COC=2C=C3C=CC(=CC3=CC2)C2=NN(C3=NC=NC(=C32)N)CC3CCNCC3)C=CC1 3-(6-(3-chlorobenzyloxy)naphthalen-2-yl)-1-(piperidin-4-ylmethyl)-1H-pyrazolo[3,4-d]pyrimidin-4-amine